2-(8-methoxy-[1,2,4]triazolo[1,5-a]pyridin-6-yl)-3,7-dimethyl-5-(1-((3ar,5s,6as)-2-(tetrahydro-2H-pyran-4-yl)octahydrocyclopenta[c]pyrrol-5-yl)piperidin-4-yl)-3H-imidazo[4,5-b]pyridine COC=1C=2N(C=C(C1)C1=NC=3C(=NC(=CC3C)C3CCN(CC3)C3C[C@@H]4[C@@H](CN(C4)C4CCOCC4)C3)N1C)N=CN2